1-amino-5-isopropyl-N-(1-methylcyclopropyl)-5,6,7,8-tetrahydropyrimido[5'',4'':4',5']pyrrolo[3',2':3,4]azepino[1,2-a]indole-11-carboxamide NC1=NC=NC2=C1C1=C(CCCN3C1=CC=1C=CC(=CC31)C(=O)NC3(CC3)C)N2C(C)C